CC1=CC(=NO1)NC1=CC=C(C=C1)S(=O)(=O)NC1=C(N=CS1)C(=O)O 5-{4-[(5-methyl-1,2-oxazol-3-yl)amino]phenylsulfonamido}-1,3-thiazole-4-carboxylic acid